7-methyl-6-oxo-5H-1,5-naphthyridine-3-carboxylic acid ethyl ester C(C)OC(=O)C=1C=NC=2C=C(C(NC2C1)=O)C